2-(2,6-dioxopiperidin-3-yl)-5-(4-((1-((1-(3-(methylamino)propyl)-3-(4-(trifluoromethoxy)phenyl)-1H-indol-5-yl)methyl)piperidin-4-yl)methyl)piperazin-1-yl)isoindoline-1,3-dione O=C1NC(CCC1N1C(C2=CC=C(C=C2C1=O)N1CCN(CC1)CC1CCN(CC1)CC=1C=C2C(=CN(C2=CC1)CCCNC)C1=CC=C(C=C1)OC(F)(F)F)=O)=O